3-(2,3-dichlorophenyl)-6-hydroxy-5-methyl-2-sulfanyl-3,4-dihydropyrimidin-4-one ClC1=C(C=CC=C1Cl)N1C(=NC(=C(C1=O)C)O)S